(S)-dibenzyl (2-(4-(5-((3-((tert-butyldiphenylsilyl)oxy)-1-(methylamino)-1-oxopropan-2-yl)oxy)-8-chloro-2-methyl-4-oxo-1,6-naphthyridin-1(4H)-yl)-3,5-dichlorophenoxy)ethyl) phosphate P(=O)(OCC1=CC=CC=C1)(OCC1=CC=CC=C1)OCCOC1=CC(=C(C(=C1)Cl)N1C(=CC(C2=C(N=CC(=C12)Cl)O[C@H](C(=O)NC)CO[Si](C1=CC=CC=C1)(C1=CC=CC=C1)C(C)(C)C)=O)C)Cl